N1[C@@H](CC1)COC=1C(=CC(=NC1)C)C1=CC=2N(C=C1)N=C(C2)NC(=O)C2CC2 N-[5-[5-[[(2S)-azetidin-2-yl]methoxy]-2-methyl-4-pyridyl]pyrazolo[1,5-a]pyridin-2-yl]cyclopropanecarboxamide